[Br-].BrC1=C(C=CC2=CC=CC=C12)[C@H](C)[NH3+] (S)-1-(1-bromo-naphthyl)ethyl-ammonium bromide